2'-chloro-N-(5-((5-(difluoromethoxy)pyridin-2-yl)methoxy)-1,3,4-thiadiazol-2-yl)-5'-methoxy-6-methyl-(4,4'-bipyridine)-3-carboxamide ClC1=NC=C(C(=C1)C1=C(C=NC(=C1)C)C(=O)NC=1SC(=NN1)OCC1=NC=C(C=C1)OC(F)F)OC